FC1=CC=C(C=C1)C(C1CNC1)C1=CC=C(C=C1)F 3-(bis(4-fluorophenyl)methyl)azetidine